N1-[(2,4-Dimethoxyphenyl)methyl]-N5-[[6-(5,6,7,8-tetrahydroimidazo[1,2-a]pyridin-7-yloxy)-3-pyridyl]methyl]isoquinoline-1,5-diamine COC1=C(C=CC(=C1)OC)CNC1=NC=CC=2C(=CC=CC12)NCC=1C=NC(=CC1)OC1CC=2N(CC1)C=CN2